BrCCCCCC[Si](OC(CCCCCCC)OCCCCCCCC)(C)C (6-bromohexyl)dimethyl-((1-(octyloxy)octyl)oxy)silane